(((5S,7S)-3-(2-Ethoxyphenyl)-8,8-difluoro-2-oxo-1-oxa-3-azaspiro[4.5]decan-7-yl)methyl)-1H-benzo[d]imidazole-6-carbonitrile C(C)OC1=C(C=CC=C1)N1C(O[C@]2(C1)C[C@H](C(CC2)(F)F)CN2C=NC1=C2C=C(C=C1)C#N)=O